C(C)(=O)N1C(CC[C@@H](C1)O)C(=O)O (5S)-1-acetyl-5-hydroxypiperidine-2-carboxylic acid